C1(CC1)OC=1C(=CC2=C([C@@H]3CC4=C(CN3CC2)C(=C(C=C4)OC)OC)C1)OC (S)-2-cyclopropoxy-3,9,10-trimethoxy-6,8,13,13a-tetrahydro-5H-dibenzo[a,g]quinolizine